C(C)(C)(C)[Si](OCCOC1=C(C=C(C=O)C=C1C)C)(C)C 4-[2-(tert-butyl-dimethyl-silanyloxy)-ethoxy]-3,5-dimethyl-benzaldehyde